2-((4,4-difluorocyclohexyl)amino)-6-(4-methylthiazol-2-yl)isonicotinonitrile FC1(CCC(CC1)NC=1C=C(C#N)C=C(N1)C=1SC=C(N1)C)F